2-(2,6-dimethylpyrimidin-4-yl)-N-tetrahydropyran-4-yl-1H-pyrrolo[3,2-c]pyridin-6-amine CC1=NC(=CC(=N1)C1=CC=2C=NC(=CC2N1)NC1CCOCC1)C